t-butyl-1,3-propanediamine C(C)(C)(C)C(CCN)N